3-cyano-6-ethoxy-4-(6-(4-propioloylpiperazin-1-yl)pyridin-3-yl)pyrazolo[1,5-a]pyridine C(#N)C=1C=NN2C1C(=CC(=C2)OCC)C=2C=NC(=CC2)N2CCN(CC2)C(C#C)=O